3,9-diazaspiro[5.5]undecane-3-carboxylate HCl Cl.C1CN(CCC12CCNCC2)C(=O)O